ClC=1SC=C(N1)C(=O)N[C@@H](C)C1=NC=NN1C1=NC=C(C=N1)N=S(=O)(C)C (S)-2-chloro-N-(1-(1-(5-((dimethyl(oxo)-λ6-sulfaneylidene)amino)pyrimidin-2-yl)-1H-1,2,4-triazol-5-yl)ethyl)thiazole-4-carboxamide